(E)-4-((2-(aminomethyl)-3-fluoroallyl)oxy)-2-bromobenzonitrile NC/C(/COC1=CC(=C(C#N)C=C1)Br)=C\F